C(#C)C1=CC=C(C=C1)[C@H](C)NC(=O)[C@H]1N(C[C@@H](C1)O)C(=O)OC(C)(C)C (2S,4R)-tert-butyl 2-(((S)-1-(4-ethynylphenyl)ethyl)carbamoyl)-4-hydroxypyrrolidine-1-carboxylate